6-(4-bromophenyl)-4-(4-(2-chlorophenyl)piperazin-1-yl)-2-oxo-2H-pyran-3-carbonitrile BrC1=CC=C(C=C1)C1=CC(=C(C(O1)=O)C#N)N1CCN(CC1)C1=C(C=CC=C1)Cl